((2S,3R,4R)-4-(4-fluorobenzyl)-2-(4-fluorophenyl)tetrahydrofuran-3-yl)methyl-2-methylbut-2-enoate FC1=CC=C(C[C@@H]2[C@@H]([C@H](OC2)C2=CC=C(C=C2)F)COC(C(=CC)C)=O)C=C1